N1(CCCC1)CC=1C=C(CNCC2=CC=C(C#N)C=C2)C=CC1 4-({[3-(1-pyrrolidinylmethyl)benzyl]amino}methyl)-benzonitrile